C1(CCCC1)[C@@H](C1=NC2=C(N1)C=CC(=C2F)C2C(COC2)C(=O)N2CC(C2)(F)F)NC=2N=NC(=CC2)C(F)F (4-{2-[(S)-(Cyclopentyl){[6-(difluoromethyl)pyridazin-3-yl]amino}methyl]-4-fluoro-1H-benzimidazol-5-yl}tetrahydrofuran-3-yl)(3,3-difluoroazetidin-1-yl)methanone